ClC1=C(C=C(C=C1)C1=CN(C(C=C1)=O)C(C)C)CC(C(=O)NC1=CC=C(C=C1)C=1C(=NOC1)C)NC(=O)C=1N(N=CC1)C N-[1-[[2-chloro-5-(1-isopropyl-6-oxo-3-pyridyl)phenyl]methyl]-2-[4-(3-methylisoxazol-4-yl)anilino]-2-oxo-ethyl]-2-methyl-pyrazole-3-carboxamide